tert-Butyl 4-(7-bromo-6-chloro-3-cyano-8-fluoro-2-methylquinolin-4-yl)piperazine-1-carboxylate BrC1=C(C=C2C(=C(C(=NC2=C1F)C)C#N)N1CCN(CC1)C(=O)OC(C)(C)C)Cl